C(CCC)N(CCC[Si](C1=CC=C(C=C1)C(=C)C1=CC=CC=C1)(OC)OC)CCCC 1-[4-[(3-dibutylaminopropyl)dimethoxysilyl]phenyl]-1-phenylethylene